n-octyltrimethylammonium bromide [Br-].C(CCCCCCC)[N+](C)(C)C